C(C)C1OCCCC1 ethyl-(tetrahydro-2H-pyran)